C(#N)C=1C=C(OC2=C(C=3C=CN(C3C=C2F)S(=O)(=O)C2=CC=C(C)C=C2)C(=O)O)C=CC1F 5-(3-cyano-4-fluorophenoxy)-6-fluoro-1-tosyl-1H-indole-4-carboxylic acid